(R)-2-amino-6-borono-2-(2-(isopropylamino)ethyl)hexanoic acid N[C@](C(=O)O)(CCCCB(O)O)CCNC(C)C